[Cl-].C[N+](CCC[Si](OCC)(OCC)OCC)(CCCCCCCCCCCCCCCCC)C dimethylheptadecyl-[3-(triethoxysilyl)propyl]ammonium chloride